C(C)C=1C(=C2C=NNC2=CC1F)C1=CC=C2C(=N1)SC(=N2)NC(=O)[C@H]2[C@H](C2)F (1S,2S)-N-(5-(5-ethyl-6-fluoro-1H-indazol-4-yl)thiazolo[5,4-b]pyridin-2-yl)-2-fluorocyclopropane-1-carboxamide